C1(=CC(=CC=C1)NCC(CC1=NNC(N1)=S)O)C1=CC=CC=C1 3-{3-[(1,1'-Biphenyl)-3-ylamino]-2-hydroxypropyl}-1H-1,2,4-triazole-5(4H)-thione